3-(4-{[(2S)-1-(trifluoromethoxy)propan-2-yl]oxy}-1H-pyrazol-1-yl)bicyclo[1.1.1]pentan-1-amine FC(OC[C@H](C)OC=1C=NN(C1)C12CC(C1)(C2)N)(F)F